C1(CC1)CC1(CCC(CC1)=O)CCC1=NOC=C1 4-(Cyclopropylmethyl)-4-(2-(isoxazol-3-yl)ethyl)cyclohexan-1-one